[N+](=O)([O-])C1=C(C=CC=C1)SC[C@](C(=O)O)(C1=CC=CC=C1)C(C)C (S)-3-((2-nitrophenyl)sulfanyl)-2-phenylisopropyl-propanoic acid